2-(4-chlorophenyl)-3-((S)-6-(methoxycarbonyl)-3-((trans)-4-methoxycyclohexyl)-7-methyl-6,7,8,9-tetrahydro-3H-imidazo[4,5-f]quinolin-2-yl)propanoic acid ClC1=CC=C(C=C1)C(C(=O)O)CC=1N(C=2C(=C3CC[C@@H](N(C3=CC2)C(=O)OC)C)N1)[C@@H]1CC[C@H](CC1)OC